ClC=1C=C(C=CC1Cl)C=1C=C2C(=NC1)NN=C2C(=O)C=2C(=C(C=CC2F)NS(=O)(=O)CCC)F N-(3-(5-(3,4-dichlorophenyl)-1H-pyrazolo[3,4-b]pyridine-3-carbonyl)-2,4-difluorophenyl)propane-1-sulfonamide